COC1=CC(=C(C=N1)C(C)N(C)C)C(F)(F)F (6-methoxy-4-(trifluoromethyl)pyridin-3-yl)-N,N-dimethylethan-1-amine